tert-butyl 3-{2-[(2-{2-[2-({2-methyl-8-[4-(trifluoromethyl)phenyl]-2H,8H-pyrazolo[3,4-b]indol-5-yl}formamido)-ethoxy]ethoxy}ethyl)carbamoyl]ethoxy}propanoate CN1N=C2N(C3=CC=C(C=C3C2=C1)C(=O)NCCOCCOCCNC(=O)CCOCCC(=O)OC(C)(C)C)C1=CC=C(C=C1)C(F)(F)F